[(1R,2S,4R)-4-{[5-({4-[(2S)-2-(3-chlorophenyl)tetrahydro-2H-pyran-2-yl]-2-thienyl}carbonyl)pyrimidin-4-yl]amino}-2-hydroxycyclopentyl]methylsulfamate ClC=1C=C(C=CC1)[C@]1(OCCCC1)C=1C=C(SC1)C(=O)C=1C(=NC=NC1)N[C@H]1C[C@@H]([C@H](C1)CNS([O-])(=O)=O)O